FC=1C=C(C=CC1)C=1C(=NN(C1C(=O)[O-])C=1SC(=C(N1)C1=CCC(CC1)C(F)(F)F)SC(C)C)C.[Na+] sodium 4-(3-fluorophenyl)-1-(5-(isopropylthio)-4-(4-(trifluoromethyl) cyclohex-1-en-1-yl) thiazol-2-yl)-3-methyl-1H-pyrazole-5-carboxylate